OCC(C)(C)OC1=C(C=C(C=C1)C(CCC1=C(N=C(S1)C1=CC2=CC=CC=C2C=C1)C(C)C)=O)C 1-(4-((1-hydroxy-2-methylpropan-2-yl)oxy)-3-methylphenyl)-3-(4-isopropyl-2-(naphthalen-2-yl)thiazol-5-yl)propan-1-one